CN1CCN(CC1)C(=O)[C@@H]1CC[C@H](CC1)C(=O)NN trans-4-[(4-methylpiperazin-1-yl)carbonyl]cyclohexanecarbohydrazide